2-cyano-4-(2-methoxyethoxy)pyridine 1-oxide C(#N)C1=[N+](C=CC(=C1)OCCOC)[O-]